C1(CCC1)N1N=C2N=C(C=CC2=C1)C1=C(C=C(C=C1C)C(F)(F)F)O 2-(2-cyclobutylpyrazolo[3,4-b]pyridin-6-yl)-3-methyl-5-(trifluoromethyl)phenol